C(C)(C)(C)C=1C=CC(=NC1)C1CC(CC1)C1=NNC(=C1)NC=1C(=CC2=C(CNS2(=O)=O)C1)F 5-((3-(3-(5-(tert-butyl)pyridin-2-yl)cyclopentyl)-1H-pyrazol-5-yl)amino)-6-fluoro-2,3-dihydrobenzo[d]isothiazole 1,1-dioxide